C(C1=CC=CC=C1)ONC1=NC(=NC(=N1)NCCC)NCCC O-benzyl-N-(4,6-bis-propylamino-[1,3,5]triazin-2-yl)-hydroxylamine